BrC=1C(=C2C(=NC1)N(C(=N2)C(=O)N2[C@@H](C=1C=CC=NC1CC2)C)COCC[Si](C)(C)C)C (R)-(6-bromo-7-methyl-3-((2-(trimethylsilyl)ethoxy)methyl)-3H-imidazo[4,5-b]pyridin-2-yl)(5-methyl-7,8-dihydro-1,6-naphthyridin-6(5H)-yl)methanone